C1(CCC1)COC1=C(C=C(CN2C(N(C3=CC=C(C=C3C2=O)OC(CF)CF)C2CCN(CC2)C=O)=O)C=C1)OC 4-{3-[4-(cyclobutylmethoxy)-3-methoxybenzyl]-6-[2-fluoro-1-(fluoromethyl)ethoxy]-2,4-dioxo-3,4-dihydroquinazolin-1(2H)-yl}piperidine-1-carbaldehyde